[NH4+].C([O-])(O)=O.[NH4+].C([O-])(O)=O ammonium bicarbonate, ammonium salt